4-amino-N-(3-(5-chloro-1H-indol-3-yl)propyl)benzenesulfonamide aluminum [Al].NC1=CC=C(C=C1)S(=O)(=O)NCCCC1=CNC2=CC=C(C=C12)Cl